2-(bis((1-(2-oxo-2-phenylethyl)-1H-1,2,3-triazol-4-yl)methyl)amino)-4,5,6,7-tetrahydro-benzo[b]thiophene-3-carbonitrile O=C(CN1N=NC(=C1)CN(C1=C(C2=C(S1)CCCC2)C#N)CC=2N=NN(C2)CC(=O)C2=CC=CC=C2)C2=CC=CC=C2